ClC1=CC=C(C=C1)C=1C(OC2=CC(=CC=C2C1C)N1CCN(CC1)C)=O 3-(4-chlorophenyl)-4-methyl-7-(4-methylpiperazin-1-yl)-2H-chromen-2-one